CN1N=CC2=CC=CC=C2C1=O 3-methyl-4-oxo-3,4-dihydrophthalazin